6-(trifluoromethyl)pyridin-3-yl (5R)-3,3-difluoro-5-(2-oxopyrrolidin-1-yl)piperidine-1-carboxylate FC1(CN(C[C@@H](C1)N1C(CCC1)=O)C(=O)OC=1C=NC(=CC1)C(F)(F)F)F